acryloxyethylphenyl hydrogenphosphate P(=O)(O)(OC1=C(C=CC=C1)CCOC(C=C)=O)[O-]